BrNC(O)=N bromoisourea